(R)-2-chloro-N-(6-(3,3-dimethylbutyl)-6-azaspiro[2.5]oct-1-yl)-5-(trifluoromethyl)benzamide Phosphonat P(O)(O)=O.ClC1=C(C(=O)N[C@@H]2CC23CCN(CC3)CCC(C)(C)C)C=C(C=C1)C(F)(F)F